1-(2-naphthalenyl)ethanone tert-Butyl-(2S,5R)-4-(4-chlorobenzoyl)-5-ethyl-2-methylpiperazine-1-carboxylate C(C)(C)(C)OC(=O)N1[C@H](CN([C@@H](C1)CC)C(C1=CC=C(C=C1)Cl)=O)C.C1=C(C=CC2=CC=CC=C12)C(C)=O